COC1=NC=C(C(=N1)OC)C1=CC2=C(N=CN=C2N2CC(CC2)OCCO)O1 2-[1-[6-(2,4-dimethoxypyrimidin-5-yl)furo[2,3-d]pyrimidin-4-yl]pyrrolidin-3-yl]oxyethanol